COC1=CC=C(C=C1)N(C(=O)OCC1CCC(CC1)COCC(=O)O)C1=CC=CC=C1 2-(((1s,4s)-4-(((4-methoxy-phenyl)(phenyl)carbamoyl-oxy)methyl)cyclohexyl)methoxy)acetic acid